5-chloro-N-(2-chloro-3-fluorophenyl)-N-(2,2-difluoro-3-hydroxypropyl)-7-fluoro-1H-benzo[d]imidazole-2-carboxamide ClC1=CC2=C(NC(=N2)C(=O)N(CC(CO)(F)F)C2=C(C(=CC=C2)F)Cl)C(=C1)F